(S)-3-(1-(2,5-dichloropyrimidin-4-ylamino)ethyl)-8-methyl-2-phenylisoquinoline-1(2H)-one ClC1=NC=C(C(=N1)N[C@@H](C)C=1N(C(C2=C(C=CC=C2C1)C)=O)C1=CC=CC=C1)Cl